C(C)[C@H]1CN(CCN1)C=1N=NC(=CN1)C1=C(C=C(C=C1)C=1C(=NNC1)F)O 2-{3-[(3S)-3-ethylpiperazin-1-yl]-1,2,4-triazin-6-yl}-5-(3-fluoro-1H-pyrazol-4-yl)phenol